8-fluoro-7-[7-fluoro-3-(methoxymethoxy)-8-[2-(triisopropylsilyl)ethynyl]naphthalen-1-yl]-2-methanesulfinylpyrido[4,3-d]pyrimidin-5-ylpyrazol-4-amine hydrate O.FC1=C(N=C(C2=C1N=C(N=C2)S(=O)C)C2=NNC=C2N)C2=CC(=CC1=CC=C(C(=C21)C#C[Si](C(C)C)(C(C)C)C(C)C)F)OCOC